2-methyl-pyrazolo[3,4-c]pyridine-7-carboxylic acid CN1N=C2C(=NC=CC2=C1)C(=O)O